benzyl ((2S)-4-(cyclopropylamino)-3-hydroxy-4-oxo-1-((S)-2-oxopyrrolidin-3-yl)butan-2-yl)carbamate C1(CC1)NC(C([C@H](C[C@H]1C(NCC1)=O)NC(OCC1=CC=CC=C1)=O)O)=O